ClC=1C=C(C(=O)NC)C=C(C1[N+]#[C-])C 3-Chloro-4-isocyano-N,5-dimethyl-benzamide